1-(3-(4-chlorophenyl)-1,2,4-oxadiazol-5-yl)-N-(((R)-1-(((R)-piperidin-3-yl)methyl)pyrrolidin-3-yl)methyl)piperidine-4-carboxamide dihydrochloride Cl.Cl.ClC1=CC=C(C=C1)C1=NOC(=N1)N1CCC(CC1)C(=O)NC[C@@H]1CN(CC1)C[C@H]1CNCCC1